COC1=C(C=CC=C1)NC1=C(C(=O)O)C=CC=C1 2-(2-methoxyphenylamino)benzoic acid